1-[((5s,7s)-3-{[1-(3-chlorophenyl)-1H-1,2,3-triazol-4-yl]methyl}-2-oxo-1-oxa-3-azaspiro[4.5]decan-7-yl)methyl]-1H-benzimidazole-6-carbonitrile ClC=1C=C(C=CC1)N1N=NC(=C1)CN1C(O[C@]2(C1)C[C@H](CCC2)CN2C=NC1=C2C=C(C=C1)C#N)=O